C[C@H]1CN(C[C@H](C1)C)C1=NC(=CC=C1C(=O)N)C=1C=NC(=CC1)OC(C)C (3R,5S)-3,5-dimethyl-1-piperidyl-6-(6-isopropoxy-3-pyridyl)pyridine-3-carboxamide